(1-(phenylsulfonyl)-1H-indol-2-yl)methanol C1(=CC=CC=C1)S(=O)(=O)N1C(=CC2=CC=CC=C12)CO